FC(O[C@@H]1C[C@H](N(C1)C(CNC(=O)C=1C=CC=2SC3=CC=CC=C3OC2C1)=O)C(=O)NCC1=CC=C2CCN(CC2=C1)C(=O)OC(C)(C)C)F Tert-butyl 7-(((2S,4R)-4-(difluoromethoxy)-1-((phenoxathiine-3-carbonyl) glycyl)pyrrolidine-2-carboxamido)methyl)-3,4-dihydroisoquinoline-2(1H)-carboxylate